C(C)(C)(C)P(C(C)(C)C)CNCC1=CC=CC=C1 (di-t-butylphosphinomethyl)benzylamine